C1=CC=CC=2C3=CC=CC=C3C(C12)COC(=O)N([C@H](C(=O)O)CC=1C=NC(=CC1)C)C (2S)-2-[9H-fluoren-9-ylmethoxycarbonyl(methyl)amino]-3-(6-methylpyridin-3-yl)propanoic acid